C(=O)C=1C(=C(C#N)C=CC1)N1CC(C1)OC 3-formyl-2-(3-methoxyazetidin-1-yl)benzonitrile